N,N'-bis(4-aminophenyl)-N,N'-diphenyl-1,4-biphenyldiamine NC1=CC=C(C=C1)N(C1(CC=C(C=C1)N(C1=CC=CC=C1)C1=CC=C(C=C1)N)C1=CC=CC=C1)C1=CC=CC=C1